N-(3-sulfamoylphenyl)-2-(4-azatricyclo-[4.3.1.13,8]undecan-4-yl)-5-(trifluoromethyl)-nicotinamide S(N)(=O)(=O)C=1C=C(C=CC1)NC(C1=C(N=CC(=C1)C(F)(F)F)N1C2CC3CC(CC(C1)C3)C2)=O